C1(CC1)C1=CN=C2C(=N1)NN(C2N)C2CCOCC2 6-cyclopropyl-2-(oxan-4-yl)-1H-pyrazolo[3,4-b]pyrazin-3-amine